tert-Butyl (2R,6S)-4-(4-bromo-2-cyano-phenyl)-2,6-dimethyl-piperazine-1-carboxylate BrC1=CC(=C(C=C1)N1C[C@H](N([C@H](C1)C)C(=O)OC(C)(C)C)C)C#N